5-bromo-3,4-dichloro-1H-quinolin-2-one BrC1=C2C(=C(C(NC2=CC=C1)=O)Cl)Cl